C[C@@H](CCC)[C@H](CCCC)O (4S,5S)-4-methyl-5-nonanol